C(#C)N(S(=O)(=O)C1=C(C=CC=C1)CNCC1=CC=C(C=C1)C1=CC=C(C=C1)C=1SC2=C(N1)C=CC=C2)C N-ethynyl-N-methyl-4-(4-benzothiazol-2-ylphenyl)benzylaminomethylbenzenesulfonamide